p-tolyl (5-methyl-2-phenyl-6-(2-(trifluoromethyl)pyrimidin-5-yl)pyridin-3-yl)carbamate CC=1C=C(C(=NC1C=1C=NC(=NC1)C(F)(F)F)C1=CC=CC=C1)NC(OC1=CC=C(C=C1)C)=O